cis-8-methyl-1,3-diazaspiro[4.6]undecane-2,4-dione CC1CCC2(C(NC(N2)=O)=O)CCC1